1-[[4-[[(2-pyridinylmethyl)amino]methyl]phenyl]methyl]-3,4-diaminopyrrolidine N1=C(C=CC=C1)CNCC1=CC=C(C=C1)CN1CC(C(C1)N)N